CN(C(=O)N1CCCCC1)C N,N-dimethyl-piperidine-1-carboxamide